Cl.C(C)N=C=N ethylcarbodiimide HCl salt